COC1=CC=C(C(=O)N[C@H]2C[C@H](CCC2)NC2=CC=CC3=C2C=C(S3)OC)C=C1 4-methoxy-N-[(1R,3S)-3-[(2-methoxy-1-benzothiophen-4-yl)amino]cyclohexyl]benzamide